COC(C(C1=CC(N(C2=CC=CC=C12)C(F)F)=O)N=C(C1=CC=CC=C1)C1=CC=CC=C1)=O.CC1=NOC2=C1C=C(C(=C2)CC(=O)N)C (3,5-dimethylbenzo[d]isoxazol-6-yl)acetamide methyl-2-(benzhydrylideneamino)-2-[1-(difluoromethyl)-2-oxo-4-quinolyl]acetate